CC1=CC2=C(C=N1)C(OC21CCN(CC1)C=1OC2(C(N1)=O)CC1=CC=CC=C1C2)=O 6-methyl-1'-(4'-oxo-1,3-dihydro-4'H-spiro[indene-2,5'-[1,3]oxazol]-2'-yl)-3H-spiro[furo[3,4-c]pyridine-1,4'-piperidin]-3-one